C1(=CC=CC=C1)CCCS(=O)(=O)/C=C/C=1C=C(C(=CC1)O)O (E)-4-{2-[(3-phenylpropyl)sulfonyl]vinyl}benzene-1,2-diol